N1([C@H](CNCC1)C(=O)[O-])C(=O)OC methyl (2R)-piperazine-1,2-dicarboxylate